ClC=1C=C(C=NC1N1N=CC=N1)NC(=O)C=1C=NN(C1C(F)(F)F)C1=CN=C(C2=CC=CC=C12)N1C[C@@H](CC1)O (R)-N-(5-Chloro-6-(2H-1,2,3-triazol-2-yl)pyridin-3-yl)-1-(1-(3-hydroxypyrrolidin-1-yl)isochinolin-4-yl)-5-(trifluoromethyl)-1H-pyrazol-4-carboxamid